C(C)(C)(C)OC(=O)N1CCN(CC1)C1=NC=NC2=CC(=C(C=C12)C=1C=NC(=C(C1)NS(=O)(=O)C)OC)Cl 4-(7-chloro-6-(6-methoxy-5-(methylsulfonamido)pyridin-3-yl)quinazolin-4-yl)piperazine-1-carboxylic acid tert-butyl ester